O(CC)[SiH2]F ethoxyl-fluorosilane